4-((3-chlorobenzyl)amino)-6-(3,5-dimethylisoxazol-4-yl)-N-((trans)-4-hydroxycyclohexyl)quinoline-2-carboxamide ClC=1C=C(CNC2=CC(=NC3=CC=C(C=C23)C=2C(=NOC2C)C)C(=O)N[C@@H]2CC[C@H](CC2)O)C=CC1